O1COC2=C1C=CC=C2CNCC2=CC=CC=1OCOC12 1-(1,3-benzodioxol-4-yl)-N-(1,3-benzodioxol-4-ylmethyl)methanamine